ClC=1C=C(C=C(C1)Cl)C(=CC(=O)C1=CC=C(C2=CC=CC=C12)C(=O)NCC(NCC(F)(F)F)=O)C(F)(F)F 4-[3-(3,5-dichlorophenyl)-4,4,4-trifluoro-but-2-enoyl]-N-[2-oxo-2-(2,2,2-trifluoroethylamino)ethyl]naphthalene-1-carboxamide